γ-(β-aminoethyl)aminopropyldimethoxymethylsilane NCCNCCC[SiH2]C(OC)OC